F[P-](F)(F)(F)(F)F.C(CCCCCCC)N1C=CC(=C1)C 1-octyl-4-methylpyrrole hexafluorophosphate